[Si]([O-])([O-])([O-])[O-].[Al+3].[Mg+2].[Ca+2] Calcium-Magnesium-aluminum Silicate